3-hydroxy-2-methyl-2-(3-(2-methyl-3-(pyridin-2-yl)styryl)-4-(trifluoromethyl)benzylamino)propanoic acid OCC(C(=O)O)(NCC1=CC(=C(C=C1)C(F)(F)F)C=CC1=C(C(=CC=C1)C1=NC=CC=C1)C)C